1-(4-cyanophenyl)-N-(2,3,6-trifluoro-4-((3-(2-(((3S,5S)-5-fluoropiperidin-3-yl)amino)pyrimidin-4-yl)pyridin-2-yl)oxy)-5-methylphenyl)methanesulfonamide C(#N)C1=CC=C(C=C1)CS(=O)(=O)NC1=C(C(=C(C(=C1F)C)OC1=NC=CC=C1C1=NC(=NC=C1)N[C@@H]1CNC[C@H](C1)F)F)F